CC(C)CCC[C@@H](C)[C@H]1CC[C@H]2[C@@H]3CC=C4C[C@@H](S)CC[C@]4(C)[C@H]3CC[C@]12C thio-cholesterol